FC1=C(C(=C(C=C1)[C@@H]1[C@@H](O[C@@H](C1)C(F)(F)F)C(=O)NC1=CC(=NC=C1)C(=O)N)OC)C (2R,3R,5S)-4-[[3-(4-Fluoro-2-methoxy-3-methyl-phenyl)-5-(trifluoromethyl)tetrahydrofuran-2-carbonyl]amino]pyridin-2-carboxamide